1,3-bistrifluoromethylBenzene FC(C1=CC(=CC=C1)C(F)(F)F)(F)F